(4-(4-cyanophenyl)Piperidine-1-carbonyl)-2-cyclobutyl-4-methylbenzoic acid methyl ester COC(C1=C(C(=C(C=C1)C)C(=O)N1CCC(CC1)C1=CC=C(C=C1)C#N)C1CCC1)=O